8-((3R,4S)-4-(4-Isopropylphenoxy)-3-methylpiperidin-1-yl)-5-methyl-6-oxo-5,6-dihydro-1,5-naphthyridin-2-carbonitril C(C)(C)C1=CC=C(O[C@@H]2[C@@H](CN(CC2)C2=CC(N(C=3C=CC(=NC23)C#N)C)=O)C)C=C1